(S)-2-(hydroxy(phenyl)amino)-N-methoxy-N-methylpropanamide ON([C@H](C(=O)N(C)OC)C)C1=CC=CC=C1